CN(CCN(C1=C(C=C(C(=C1)F)NC1=NC=C(C(=N1)C1=CNC2=C(C=CC=C12)C)C(F)(F)F)NC(C)=O)C)C N-(2-((2-(dimethylamino)ethyl)(methyl)amino)-4-fluoro-5-((4-(7-methyl-1H-indol-3-yl)-5-(trifluoromethyl)pyrimidin-2-yl)amino)phenyl)acetamide